7-((1R,5S,6r)-3-azabicyclo[3.1.0]hexan-6-ylethynyl)-N-(3-chloro-4-(pyridin-2-ylmethoxy)phenyl)-6-nitroquinazolin-4-amine [C@@H]12CNC[C@H]2C1C#CC1=C(C=C2C(=NC=NC2=C1)NC1=CC(=C(C=C1)OCC1=NC=CC=C1)Cl)[N+](=O)[O-]